8-isopropoxy-N-((3R,4S)-3-methyl-1-((2-(pyrrolidin-1-yl)ethyl)sulfonyl)piperidin-4-yl)-7-(1H-pyrazol-4-yl)-[1,2,4]triazolo[1,5-c]pyrimidin-2-amine C(C)(C)OC=1C=2N(C=NC1C=1C=NNC1)N=C(N2)N[C@@H]2[C@@H](CN(CC2)S(=O)(=O)CCN2CCCC2)C